E-(4-methyl-3-pyridin-2-ylphenyl)bicyclo[2.1.0]pentane-2-carboxamide CC1=C(C=C(C=C1)C12C(CC2C1)C(=O)N)C1=NC=CC=C1